F[P-](F)(F)(F)(F)F.N1(N=NC2=C1N=CC=C2)O[P+](N(C)C)(N(C)C)N(C)C (7-azabenzotriazol-1-yloxy)tris(di-methylamino)phosphonium hexafluorophosphate